cis-2-Benzyl 5-methyl tetrahydrofuran-2,5-dicarboxylate O1[C@H](CC[C@H]1C(=O)OC)C(=O)OCC1=CC=CC=C1